C1(CC1)CCN(C1=C2CN(C(C2=CC=C1)=O)C1C(NC(CC1)=O)=O)C1CCC(CC1)NCCC(F)F 3-(4-((2-cyclopropylethyl)((1s,4s)-4-((3,3-difluoropropyl)amino)cyclohexyl)amino)-1-oxoisoindolin-2-yl)piperidine-2,6-dione